phosphorine P1=CC=CC=C1